OCC=1N(C2=C(C(N(C=3C=C(C=CC23)C(F)(F)F)C2=CC=CC=C2)=O)N1)C 2-(hydroxymethyl)-1-methyl-5-phenyl-7-(trifluoromethyl)-1,5-dihydro-4H-imidazo[4,5-c]quinolin-4-one